O=C1NC(CCC1C1=CC=C(C=C1)C1CCN(CC1)C(CN1CCC(CC1)C=1N=C2N(C=C(C(=C2)OC(C)C)C(=O)NC=2C=NN3C2N=CC=C3)C1)=O)=O 2-[1-[2-[4-[4-(2,6-dioxo-3-piperidyl)phenyl]-1-piperidyl]-2-oxo-ethyl]-4-piperidyl]-7-isopropoxy-N-pyrazolo[1,5-a]pyrimidin-3-yl-imidazo[1,2-a]pyridine-6-carboxamide